(R)-N-((2-(6-(2-(methoxymethyl)pyrrolidin-1-yl)pyridin-2-yl)-1,6-naphthyridin-7-yl)methyl)-4-methyl-3-(methylsulfonyl)benzamide COC[C@@H]1N(CCC1)C1=CC=CC(=N1)C1=NC2=CC(=NC=C2C=C1)CNC(C1=CC(=C(C=C1)C)S(=O)(=O)C)=O